C(C1=CC=CC=C1)N1[C@@H]2CC[C@@H]([C@@H](C1)CS(=O)(=O)[O-])[C@H]2NC(=O)OC(C)(C)C (1R,4S,5S,8R)-2-benzyl-8-((tert-butoxycarbonyl) amino)-2-azabicyclo[3.2.1]Oct-4-ylmethanesulfonate